6-chloro-N-(1-Cyclopropyl-2,2,2-trifluoroethyl)-8-methylimidazo[1,2-b]Pyridazine-3-carboxamide ClC=1C=C(C=2N(N1)C(=CN2)C(=O)NC(C(F)(F)F)C2CC2)C